FC(C(=O)F)(OC(C(OC(C(=O)F)(F)F)(F)F)(F)F)F perfluoro-3,6-dioxaoctanedioyl difluoride